tert-butyl (1R,5S,6S)-6-vinyl-3-azabicyclo[3.1.0]hexane-3-carboxylate C(=C)C1[C@@H]2CN(C[C@H]12)C(=O)OC(C)(C)C